C(C)(=O)O[C@H](C[C@H](C(C)C)N(C([C@H]([C@H](CC)C)NC(=O)[C@@]1(N(CCC1)C(=O)OC(C)(C)C)C)=O)CCCCCC)C=1SC=C(N1)C(=O)O 2-[(1R,3R)-1-(Acetyloxy)-3-[(2S,3S)-2-{[(2R)-1-[(tert-butoxy)carbonyl]-2-methylpyrrolidin-2-yl]formamido}-N-hexyl-3-methylpentanamido]-4-methylpentyl]-1,3-thiazole-4-carboxylic acid